N-(2-benzylphenyl)-2-chloroacetamide C(C1=CC=CC=C1)C1=C(C=CC=C1)NC(CCl)=O